3-tetrahydrofuran-2-yl-pyrazolo[1,5-a]Pyrimidine-7-amine O1C(CCC1)C=1C=NN2C1N=CC=C2N